2-bromo-1-(4-methoxyphenyl)ethyl ketone BrCC(C1=CC=C(C=C1)OC)C(=O)C(CBr)C1=CC=C(C=C1)OC